tert-butyl ((4-(5-bromo-2-(4,4-difluoropiperidin-1-yl)nicotinamido)pyridin-2-yl)sulfonyl)(tert-butyl)carbamate BrC=1C=NC(=C(C(=O)NC2=CC(=NC=C2)S(=O)(=O)N(C(OC(C)(C)C)=O)C(C)(C)C)C1)N1CCC(CC1)(F)F